4,5-difluoro-1H-pyrrolo[2,3-b]pyridine-2-carboxamide FC1=C2C(=NC=C1F)NC(=C2)C(=O)N